C1(CCCCC1)CN1N=C2C=C(C(=CC2=C1)CC1=C(C=C(C=C1)F)F)C(=O)NCCN(C)C 2-(cyclohexylmethyl)-5-(2,4-difluorobenzyl)-N-(2-(dimethylamino)ethyl)-2H-indazole-6-carboxamide